C(CCC)OC1=NC(=C2NC(N(C2=N1)CC1=CC=C(CN2CCC(CC2)CCNC(OC(C)(C)C)=O)C=C1)=O)NC(=O)OCCCC tert-butyl (2-(1-(4-((2-butoxy-6-((butoxycarbonyl)amino)-8-oxo-7,8-dihydro-9H-purin-9-yl)methyl)benzyl)piperidin-4-yl)ethyl)carbamate